FC1=CC(=C(C=C1)C(C)=O)O 1-(4-fluoro-2-hydroxy-phenyl)ethanone